N-((S)-3-cyclohexyl-1-(((R)-4-hydroxy-3-oxo-1-((S)-2-oxopyrrolidin-3-yl)butan-2-yl)amino)-1-oxopropan-2-yl)-9-(2,2,2-trifluoroacetamido)-9H-fluorene-9-carboxamide C1(CCCCC1)C[C@@H](C(=O)N[C@H](C[C@H]1C(NCC1)=O)C(CO)=O)NC(=O)C1(C2=CC=CC=C2C=2C=CC=CC12)NC(C(F)(F)F)=O